S1C(=NC2=C1C=CC=C2)NC2=C(C1=C(N=N2)N(CC1)C=1SC(=C(N1)C(=O)O)C=1C=NN(C1C)CC1(CCCCCCC1)CCCOC)C {3-[(1,3-benzothiazol-2-yl)amino]-4-methyl-5H,6H,7H-pyrrolo[2,3-C]pyridazin-7-yl}-5-(1-{[1-(3-methoxypropyl)cyclooctyl]methyl}-5-methyl-1H-pyrazol-4-yl)-1,3-thiazole-4-carboxylic acid